(2-oxoethyl)pyridine-2-carbonitrile O=CCC=1C(=NC=CC1)C#N